4-[3-(difluoromethyl)-5-fluoro-phenoxy]-2,2-difluoro-7-(trifluoromethylsulfanyl)indan-1-one FC(C=1C=C(OC2=C3CC(C(C3=C(C=C2)SC(F)(F)F)=O)(F)F)C=C(C1)F)F